C(C)(C)(C)O[C@H](C(=O)O)C1=C(C2=C(N=C(S2)C=2C=C3C(=NN(C3=CC2)C)C2CCN(CC2)C2CC2)C=C1C)C1=CC=C(C=C1)Cl (S)-2-(tert-butoxy)-2-(7-(4-chlorophenyl)-2-(3-(1-cyclopropylpiperidin-4-yl)-1-methyl-1H-indazol-5-yl)-5-methylbenzo[d]thiazol-6-yl)acetic acid